N1=CN=CC=2NCCNC12 6,7-dihydro-5H-pteridine